CC1=C(OC2=C(C=C(C=C2C1=O)C)[C@@H](C)NC1=C(C(=O)NN)C=CC=C1)C1=CC=CC=C1 2-[[(1R)-1-(3,6-dimethyl-4-oxo-2-phenyl-chromen-8-yl)ethyl]amino]benzohydrazide